2,2'-azino-bis(3-ethylbenzothiazoline-6-sulphonic Acid) N(N=C1SC2=C(N1CC)C=CC(=C2)S(=O)(=O)O)=C2SC1=C(N2CC)C=CC(=C1)S(=O)(=O)O